N-[3-(3-hydroxyphenyl)-1-[[2-(trimethylsilyl)ethoxy]methyl]pyrrolo[2,3-b]pyridin-6-yl]cyclopropanecarboxamide OC=1C=C(C=CC1)C1=CN(C2=NC(=CC=C21)NC(=O)C2CC2)COCC[Si](C)(C)C